1-(2-bromoethoxy)-2-methylbenzene BrCCOC1=C(C=CC=C1)C